ClC1=CC(=NC=C1Cl)C(=O)N1CC=2C(=NN3C2C(N(C[C@H]3C)C(C)C=3C=NC(=CC3)C(=C)C)=O)C[C@H]1C (3R,7R)-2-(4,5-dichloropicolinoyl)-3,7-dimethyl-9-(1-(6-(prop-1-en-2-yl)pyridin-3-yl)ethyl)-1,2,3,4,8,9-hexahydropyrido[4',3':3,4]pyrazolo[1,5-a]pyrazin-10(7H)-one